Methyl 8-(2,4-dichlorophenyl)-9-(4,4,5,5-tetramethyl-1,3,2-dioxaborolan-2-yl)-6,7-dihydro-5H-benzo[7]annulene-3-carboxylate ClC1=C(C=CC(=C1)Cl)C=1CCCC2=C(C1B1OC(C(O1)(C)C)(C)C)C=CC(=C2)C(=O)OC